BrC=1C=C2C(=NNC2=CC1)C(C)C 5-Bromo-3-isopropyl-1H-indazole